CN[C@@H]1[C@H](CCCC1)NC(OC(C)(C)C)=O tert-Butyl ((1S,2S)-2-(methylamino)cyclohexyl)carbamate